1,2,3-dithiazolidine S1SNCC1